FC1([C@@H](C1)C(=O)NC1=CC=C(C=C1)C1=NC(=NC=C1)NC=1C=NN(C1)C1CCNCC1)F (S)-2,2-Difluoro-N-(4-(2-((1-(piperidin-4-yl)-1H-pyrazol-4-yl)amino)pyrimidin-4-yl)phenyl)cyclopropane-1-carboxamide